1-p-toluenesulfonyl-1,2,3,4-tetrahydronaphthalene CC1=CC=C(C=C1)S(=O)(=O)C1CCCC2=CC=CC=C12